C(C(O)C)(=O)[O-].[Na+].C(C)OC(CC[C@H](C)O[Si](C1=CC=CC=C1)(C1=CC=CC=C1)C(C)(C)C)=O.NC1=CC=C(C=C1)C=1SC(=CN1)C1=C(C=C(C=C1)NC(C)=O)S(NC(C)(C)C)(=O)=O N-[4-[2-(4-aminophenyl)thiazol-5-yl]-3-(tert-butylsulfamoyl)phenyl]Acetamide ethyl-(S)-4-((tert-butyldiphenylsilyl)oxy)pentanoate Natrium lactat